C1(=CC=C2C=CC3=CC=CC4=CC=C1C2=C34)C3=CC(=CC(=C3)C3=CC=C4C=CC2=CC=CC1=CC=C3C4=C21)C2=CC=C1C=CC4=CC=CC3=CC=C2C1=C43 1,3,5-tri(pyren-1-yl)benzene